triethylene glycol di-o-toluate C=1(C(=CC=CC1)C(=O)OCCOCCOCCOC(=O)C=1C(=CC=CC1)C)C